C(C)(C)(C)C1=NC(=NO1)C(=O)O 5-(tert-Butyl)-1,2,4-oxadiazole-3-carboxylic acid